FC1=C(C=C(C=C1)OC1=CC=C(C=C1)OC(F)(F)F)[N+](=O)[O-] 1-Fluoro-2-nitro-4-(4-(trifluoro-methoxy)phenoxy)benzene